tert-Butyl (2-(2-(2-(3-hydroxypropoxy)ethoxy)ethoxy)ethyl)carbamate OCCCOCCOCCOCCNC(OC(C)(C)C)=O